C(C(CS)S)S 1,2,3-Propantrithiol